tert-butyl (S)-(7-((3-(1-hydroxycyclobutyl)prop-2-yn-1-yl)oxy)-5-methyl-4-oxo-2,3,4,5-tetrahydrobenzo[b][1,4]oxazepin-3-yl)carbamate OC1(CCC1)C#CCOC1=CC2=C(OC[C@@H](C(N2C)=O)NC(OC(C)(C)C)=O)C=C1